OC1(CCCCC1)CNC(=O)C=1OC2=C(C=CC=C2C(C1)=O)NS(=O)(=O)C N-[(1-hydroxycyclohexyl)methyl]-8-(methylsulfonamido)-4-oxo-4H-chromene-2-carboxamide